N1=CN=C(C2=C1C=CSC2)O thiopyrano[4,3-d]pyrimidin-4-ol